CN1C(C(NC2=CC=CC=C12)=O)=O 1-methyl-1,4-dihydroquinoxalin-2,3-dione